(3S)-1'-(3-azabicyclo[3.1.0]hexane-1-carbonyl)-5,6-dichlorospiro[indoline-3,3'-pyrrolidin]-2-one C12(CNCC2C1)C(=O)N1C[C@@]2(CC1)C(NC1=CC(=C(C=C12)Cl)Cl)=O